[1,1'-biphenyl]-4-yl (bromodifluoromethyl) selenide BrC(F)(F)[Se]C1=CC=C(C=C1)C1=CC=CC=C1